FC1=CC(=C(C=C1)C=1C2=C(C(=NN1)N[C@H]1CN(CCC1)C(=O)OC(C)(C)C)CCC2)O tert-butyl (3R)-3-{[4-(4-fluoro-2-hydroxyphenyl)-5H,6H,7H-cyclopenta[d]pyridazin-1-yl]amino}piperidine-1-carboxylate